tetrasulfosuccinate S(=O)(=O)(O)C(C(C(=O)[O-])(S(=O)(=O)O)S(=O)(=O)O)(C(=O)[O-])S(=O)(=O)O